CCCCCCCCCCCCCCCC(=O)OCC(COP(=O)(O)O[C@H]1[C@@H]([C@H]([C@@H]([C@H]([C@H]1O)OP(=O)(O)O)O)O)O)OC(=O)CCCCCCCCCCCCCCC The molecule is a phosphatidylinositol 3-phosphate in which both phosphatidyl acyl groups are specified as palmitoyl (hexadecanoyl) It derives from a hexadecanoic acid. It is a conjugate acid of a 1,2-dipalmitoylglycero-3-phospho-(1'-D-myo-inositol-3'-phosphate)(3-).